(R)-5-(3-aminopiperidin-1-yl)-3-((1-methyl-1H-pyrazol-4-yl)amino)pyrazine-2-carboxamide N[C@H]1CN(CCC1)C=1N=C(C(=NC1)C(=O)N)NC=1C=NN(C1)C